CS(=O)(=O)C=1C=C(C(=O)N)C=C(C1)OC(F)(F)F 3-(methylsulfonyl)-5-(trifluoromethoxy)benzamide